((Benzyloxy)Carbonyl)-L-Threonine C(C1=CC=CC=C1)OC(=O)N[C@@H]([C@H](O)C)C(=O)O